C(C)(C)(C)OC(=O)N[C@H](C(=O)OCC=1OC(OC1C)=O)CCS(=O)(=N)CCCC (2S)-(5-methyl-2-oxo-1,3-dioxol-4-yl)methyl 2-((tert-butoxycarbonyl)amino)-4-(butylsulfonimidoyl)butanoate